(E)-2-(4-chlorophenyl)-5-trifluoromethylpyrrole-3-carbonitrile ClC1=CC=C(C=C1)C=1NC(=CC1C#N)C(F)(F)F